methacrylic acid 2-(furan-2-yl-methoxycarbonylamino)ethyl ester O1C(=CC=C1)N(CCOC(C(=C)C)=O)C(=O)OC